CC1=C(C=C(C=C1)NC(C1=NC=CC(=C1)C(F)(F)F)=O)C1=CC2=C(CN(C=N2)NC2=C(C=NC=C2)C)N2C1=NCC2 N-(4-methyl-3-(2-((3-methylpyridin-4-yl)amino)-8,9-dihydroimidazo[1',2':1,6]pyrido[2,3]pyrimidin-6-yl)phenyl)-4-(trifluoromethyl)picolinamide